N-(4-(benzylsulfanyl)phenyl)-2-(methylamino)-3-phenylpropanamide C(C1=CC=CC=C1)SC1=CC=C(C=C1)NC(C(CC1=CC=CC=C1)NC)=O